2-(2,5-dimethoxy-4-(trifluoromethyl)phenyl)ethan-1,1-d2-1-amine COC1=C(C=C(C(=C1)C(F)(F)F)OC)CC(N)([2H])[2H]